2-[6-bromo-1',1',5-trifluoro-1-oxospiro[3H-isoquinoline-4,2'-cyclopropan]-2-yl]-N-(5-chloropyrimidin-2-yl)acetamide BrC=1C(=C2C(=CC1)C(N(CC21C(C1)(F)F)CC(=O)NC1=NC=C(C=N1)Cl)=O)F